(4-fluorophenyl)(4-((1-isopropylpiperidin-4-yl)amino)-2-((4-(4-methylpiperazin-1-yl)phenyl)amino)-7H-pyrrolo[2,3-d]pyrimidin-5-yl)methanone FC1=CC=C(C=C1)C(=O)C1=CNC=2N=C(N=C(C21)NC2CCN(CC2)C(C)C)NC2=CC=C(C=C2)N2CCN(CC2)C